FC=1C=C(C=CC1C=O)C1=CC=CC=C1 3-fluoro-[1,1'-biphenyl]-4-carbaldehyde